C(CCCCCCC)C(CCCCCCCC)OC(CCCCOC(=O)[C@H]1N(C[C@@H](C1)O)CCCCCC(OCCCCCCCCCCC)=O)=O (2s,4r)-4-hydroxy-1-(6-oxo-6-undecyloxy-hexyl)pyrrolidine-2-carboxylic acid [5-(1-octylnonyloxy)-5-oxo-pentyl] ester